purine-6-sulfinic acid, monosodium salt [Na+].N1=CN=C2N=CNC2=C1S(=O)[O-]